2-(6-amino-5-(2-(3-aminobicyclo[1.1.1]pentan-1-yl)ethoxy)pyridazin-3-yl)phenol hydrochloride Cl.NC1=C(C=C(N=N1)C1=C(C=CC=C1)O)OCCC12CC(C1)(C2)N